2-methyl-4-(4'-(t-butyl)-phenyl)-1,5,6,7-tetrahydro-s-indacene CC=1CC2=CC=3CCCC3C(=C2C1)C1=CC=C(C=C1)C(C)(C)C